C(C1=CC=CC=C1)(C1=CC=CC=C1)(C1=CC=CC=C1)N1C=NC(=C1)C1=C(C=C2C(C=3N(CCC2)N=CC3)=O)C=CC=C1 5-(2-(1-trityl-1H-imidazol-4-yl)benzylidene)-5,6,7,8-tetrahydropyrazolo[1,5-a]azepin-4-one